6-(cyclopropanecarboxamido)-4-((2,5-dimethyl-4,5-dihydropyrido[3,4-e][1,2,4]triazolo[1,5-a]pyrazin-6-yl)amino)-N-(methyl-d3)pyridazine-3-carboxamide C1(CC1)C(=O)NC1=CC(=C(N=N1)C(=O)NC([2H])([2H])[2H])NC1=NC=CC2=C1N(CC=1N2N=C(N1)C)C